methyl (4S,5E,6S)-4-[2-[2-(3,4-dihydroxyphenyl)ethoxy]-2-oxoethyl]-5-ethylidene-6-[(2S,3R,4S,5S,6R)-3,4,5-trihydroxy-6-(hydroxymethyl)oxan-2-yl]oxy-4H-pyran-3-carboxylate OC=1C=C(C=CC1O)CCOC(C[C@@H]\1C(=CO[C@H](/C1=C/C)O[C@@H]1O[C@@H]([C@H]([C@@H]([C@H]1O)O)O)CO)C(=O)OC)=O